(3R,4S,5R,6R)-2,3,5-trihydroxy-6-(hydroxymethyl)tetrahydro-2H-pyran-4-yl 3,6-dichloro-2-methoxybenzoate ClC=1C(=C(C(=O)O[C@@H]2[C@H](C(O[C@@H]([C@H]2O)CO)O)O)C(=CC1)Cl)OC